N-(4-([1,2,4]triazolo[1,5-a]pyridin-7-yloxy)-2-fluoro-5-methylphenyl)-5-((3,3-difluoro-1-methylpiperidin-4-yl)oxy)-7-methoxyquinazolin-4-amine N=1C=NN2C1C=C(C=C2)OC2=CC(=C(C=C2C)NC2=NC=NC1=CC(=CC(=C21)OC2C(CN(CC2)C)(F)F)OC)F